N-[(3-exo)-8-Azabicyclo[3.2.1]oct-3-yl]-5-(8-fluoro-2-methylimidazo[1,2-a]pyridin-6-yl)-N-methyl[1,3]thiazolo[5,4-d]pyrimidin-2-amin-Hydrochlorid Cl.C12CC(CC(CC1)N2)N(C=2SC=1N=C(N=CC1N2)C=2C=C(C=1N(C2)C=C(N1)C)F)C